N1(CCC2=CC=CC=C12)C(=O)C1=CC2=C(NCO2)C=C1 6-(indoline-1-carbonyl)-3H-1,3-benzoxazol